1-(6-(3-(2-fluoro-5-(trifluoromethoxy)benzyl)-1,2,4-oxadiazol-5-yl)pyridin-2-yl)ethan-1-one FC1=C(CC2=NOC(=N2)C2=CC=CC(=N2)C(C)=O)C=C(C=C1)OC(F)(F)F